N-(7-((R)-3-((5-chloro-4-(1H-indol-3-yl)pyrimidin-2-yl)amino)pyrrolidin-1-yl)heptyl)-2-((2-(1-methyl-2,6-dioxopiperidin-3-yl)-1,3-dioxoisoindoline-4-yl)oxy)acetamide ClC=1C(=NC(=NC1)N[C@H]1CN(CC1)CCCCCCCNC(COC1=C2C(N(C(C2=CC=C1)=O)C1C(N(C(CC1)=O)C)=O)=O)=O)C1=CNC2=CC=CC=C12